6-(1-((5-(5-(Difluoromethyl)-1,3,4-oxadiazol-2-yl)-3-fluorothiophen-2-yl)methyl)-1H-1,2,3-triazol-4-yl)benzo[d]thiazol-2-amine FC(C1=NN=C(O1)C1=CC(=C(S1)CN1N=NC(=C1)C1=CC2=C(N=C(S2)N)C=C1)F)F